(R)-1-(3-(2-(6-(3-aminopiperidine-1-carbonyl)-3-methylpyrazolo[1,5-a]pyridin-2-yl)-1-(cyclopropylmethyl)-1H-indol-7-yl)azetidin-1-yl)-2-methoxyethan-1-one N[C@H]1CN(CCC1)C(=O)C=1C=CC=2N(C1)N=C(C2C)C=2N(C1=C(C=CC=C1C2)C2CN(C2)C(COC)=O)CC2CC2